C(C)(=O)OC(C)C methylethyl acetate